[Na+].C(C)N(C1=CC(=CC=C1)OC)CCCS(=O)(=O)[O-] N-ethyl-N-(3-sulfopropyl)-3-methoxyaniline, sodium salt